FC1=CC(=C(C=C1)C1=CC(=CC=C1)C=1SC2=C(N1)C=CC(=C2)C=O)C2=NN=CN2C 2-(4'-Fluoro-2'-(4-methyl-4H-1,2,4-triazol-3-yl)-[1,1'-biphenyl]-3-yl)benzo[d]thiazole-6-carbaldehyde